R-(+)-1-phenylethanamine C1(=CC=CC=C1)[C@@H](C)N